1,1'-(2,2'-dimethyl[1,1'-biphenyl]-4,4'-diyl)bis{4-amino-3-[(E)-diazenyl]naphthalene-1-sulfonic acid} CC1=C(C=CC(=C1)C1(CC(=C(C2=CC=CC=C12)N)\N=N\[H])S(=O)(=O)O)C1=C(C=C(C=C1)C1(CC(=C(C2=CC=CC=C12)N)\N=N\[H])S(=O)(=O)O)C